N-(3-Methoxy-benzyl)-4-[3-(1H-pyrazol-4-ylmethyl)-ureido]-benzenesulfonamide COC=1C=C(CNS(=O)(=O)C2=CC=C(C=C2)NC(=O)NCC=2C=NNC2)C=CC1